O1CCC2=NC=C(C=C21)C(=O)O 2,3-dihydrofuro[3,2-b]pyridine-6-carboxylic acid